(S)-4-(Piperidin-3-yl)-1H-pyrrolo[2,3-c]pyridine-7-carboxamide N1C[C@@H](CCC1)C1=C2C(=C(N=C1)C(=O)N)NC=C2